CNC1CCC(CC1)N(C)C N1,N4,N4-trimethylcyclohexane-1,4-diamine